O=C1NC(CCC1N1C(C2=CC=CC(=C2C1=O)NC1=C(C=C2C=NN(C2=C1)C)OC1=CC=CC=C1)=O)=O 2-(2,6-dioxopiperidin-3-yl)-4-((1-methyl-5-phenoxy-1H-indazol-6-yl)amino)isoindoline-1,3-dione